O=C(C(=O)O)CCCCCCCCCCCC.C(=O)(O)C1=CC=C(C=C1)C=1C2=CC=C(N2)C(=C2C=CC(C(=C3C=CC(=C(C=4C=CC1N4)C4=CC=C(C=C4)C(=O)O)N3)C3=CC=C(C=C3)C(=O)O)=N2)C2=CC=C(C=C2)C(=O)O 5,10,15,20-tetra(4-carboxyphenyl)porphyrin oxo-Dodecylacetat